N(=C=O)C1(CC(CC(C1)(C)C)(C)N=C=O)C 3-isocyanato-methyl-3,5,5-trimethylcyclohexylisocyanate